NCCCN1CCCC1 N-(Aminopropyl)pyrrolidin